[Na].CNCCS(=O)(=O)O N-methyl-taurine sodium